ClC=1C(N(N=CC1NC[C@@]1(COCCC1)F)C1=CC=C(C=C1)N(C1=NC=C(C=N1)F)CC)=O (S)-4-chloro-2-(4-(ethyl(5-fluoropyrimidin-2-yl)amino)phenyl)-5-(((3-fluorotetrahydro-2H-pyran-3-yl)methyl)amino)pyridazin-3(2H)-one